2-((benzyloxy)methyl)-5-(fluoromethyl)-1,4-dioxane C(C1=CC=CC=C1)OCC1OCC(OC1)CF